SCCC[Si](OC(C)C)(OC(C)C)C mercaptopropylmethyldiisopropyloxysilane